2-[(3R,5S)-4,4-difluoro-5-methyl-3-piperidyl]isoindoline-1,3-dione FC1([C@@H](CNC[C@@H]1C)N1C(C2=CC=CC=C2C1=O)=O)F